4-amino-5-nitronicotinonitrile NC1=C(C=NC=C1C#N)[N+](=O)[O-]